[Cl-].C(=O)(O)C1=CC=C(CCS(=O)(=O)NCC[NH+]2CCOCC2)C=C1 4-(2-(N-(4-carboxybenzyl)methylsulfonylamino)ethyl)morpholin-4-ium chloride